N1C(=CC=2C=NC=CC21)CNC(=O)[C@H]2N(C[C@@H](C2)OC(F)F)C(CNC(C2=C(C=CC(=C2)OC2=C(C=C(C=C2)C)F)OC)=O)=O (2S,4R)-N-((1H-pyrrolo[3,2-c]pyridin-2-yl)methyl)-4-(difluoromethoxy)-1-((5-(2-fluoro-4-methylphenoxy)-2-methoxybenzoyl)glycyl)pyrrolidine-2-carboxamide